FC(CC=1C2=C(SC1C#CC)C(=CC=C2)NCCN(C)C)F 3-(3-(2,2-difluoroethyl)-7-((2-(dimethylamino)ethyl)amino)benzo[b]thiophen-2-yl)prop-2-yn